ClC1=C(C=C(C=C1)F)C1(NC(C2=C1C(=CC1=C(N(N=C21)C)C=2N=CN(C2)C(C2=CC=CC=C2)(C2=CC=CC=C2)C2=CC=CC=C2)NC(C2=CC(=CC(=C2)F)C(F)(F)F)=O)=O)O N-[6-(2-chloro-5-fluorophenyl)-6-hydroxy-2-methyl-8-oxo-3-[1-(triphenylmethyl)imidazol-4-yl]-7,8-dihydro-6H-pyrrolo[4,3-g]indazol-5-yl]-5-fluoro-3-(trifluoromethyl)benzamide